OC[C@H]1N(CC(C1)=C)C(=O)C1=C(C=C(C(=C1)OC)OC)NC([O-])=O N-[2-[(2S)-2-(hydroxymethyl)-4-methylene-pyrrolidine-1-carbonyl]-4,5-dimethoxy-phenyl]carbamate